2-butyl-4-methylenetetrahydro-2H-pyran C(CCC)C1OCCC(C1)=C